CC1=CC=C(C(C2=CC=C(C=C2)C)=NO)C=C1 4,4'-dimethylbenzophenone oxime